FC1C(C1)OC(=O)C1=C(C=NN1)I (2-fluorocyclopropyl)-4-iodo-1H-pyrazole-5-carboxylate